N-(4-chlorophenyl)glycine ethyl ester C(C)OC(CNC1=CC=C(C=C1)Cl)=O